2-(3,6-dimethyl-pyrazine-2-yl)benzoxazole CC=1C(=NC(=CN1)C)C=1OC2=C(N1)C=CC=C2